2-(4-chlorophenyl)-α-methyl-5-benzoxazoleacetic acid ClC1=CC=C(C=C1)C=1OC2=C(N1)C=C(C=C2)C(C(=O)O)C